arsenic, thiocyanate [As](SC#N)(SC#N)SC#N